3-{[([2,3'-bipyridin]-5'-yl)amino]methyl}-N-[(1S,2S)-2-hydroxycyclohexyl]-4-methylbenzamide N1=C(C=CC=C1)C=1C=NC=C(C1)NCC=1C=C(C(=O)N[C@@H]2[C@H](CCCC2)O)C=CC1C